NC1=CC(=C(C=C1NC1=CC=C(C=C1)N(C)C)NC1=CC=C(C=C1)NCCCN1CN(C=C1)C)O 3-(3-{4-[4-Amino-5-(4-dimethylaminophenylamino)-2-hydroxyphenylamino]phenylamino}propyl)-1-methyl-3H-imidazol